C1(CC1)C=1N=NN(C1)[C@H](C(=O)N1[C@@H](C[C@H](C1)O)C(=O)NC(C1=NOC(=N1)C)C1=C(C=CC=C1)F)C(C)(C)C (2S,4r)-1-[(2S)-2-(4-cyclopropyl-triazol-1-yl)-3,3-dimethyl-butyryl]-N-[(2-fluorophenyl)-(5-methyl-1,2,4-oxadiazol-3-yl)methyl]-4-hydroxy-pyrrolidine-2-carboxamide